tert-butyl (2E)-3-(pyrimidin-2-yl)prop-2-enoate N1=C(N=CC=C1)/C=C/C(=O)OC(C)(C)C